COC(CC1CNC2=CC=C(C(=C12)[N+](=O)[O-])OC)=O (5-methoxy-4-nitro-indolin-3-yl)acetic acid methyl ester